8-(trans-4-aminocyclohexyloxy)-5,5-dimethyl-7-propoxy-6H-benzo[H]quinazolin-4-amine N[C@@H]1CC[C@H](CC1)OC=1C=CC2=C(CC(C=3C(=NC=NC23)N)(C)C)C1OCCC